7-(4-(1-methyl-1H-pyrazol-4-yl)phenyl)-2-(1,1,1-trifluoro-3-hydroxy-3-methylbutan-2-yl)isoindolin-1-one CN1N=CC(=C1)C1=CC=C(C=C1)C=1C=CC=C2CN(C(C12)=O)C(C(F)(F)F)C(C)(C)O